N,N-dimethylpentanediamine CN(C(CCCC)N)C